5-[5-[2-isopropylcyclopropyl]-6-methyl-pyridazin-3-yl]-1H-pyrimidine-2,4-dione C(C)(C)C1C(C1)C=1C=C(N=NC1C)C=1C(NC(NC1)=O)=O